5-(((1R,2R)-2-((2-oxo-2-(4-(5-(pentafluoro-λ6-sulfanyl)pyridin-2-yl)piperazin-1-yl)ethoxy)methyl)cyclopropyl)amino)-4-(triFluoromethyl)pyridazin-3(2H)-one O=C(COC[C@H]1[C@@H](C1)NC1=C(C(NN=C1)=O)C(F)(F)F)N1CCN(CC1)C1=NC=C(C=C1)S(F)(F)(F)(F)F